Ethyl (E)-3-(3-((3-methyl-1-((2-(trimethylsilyl)ethoxy)methyl)-1H-pyrrolo[2,3-b]pyridin-4-yl)oxy)phenyl)acrylate CC1=CN(C2=NC=CC(=C21)OC=2C=C(C=CC2)/C=C/C(=O)OCC)COCC[Si](C)(C)C